C(C)N(C([C@H](CCCNC(OCC1C2=CC=CC=C2C=2C=CC=CC12)=O)NC(OC(C)(C)C)=O)=O)CC (S)-(9H-fluoren-9-yl)methyl Tert-butyl (5-(diethylamino)-5-oxopentane-1,4-diyl)dicarbamate